1-Methyl-3-(2-thienyl)-1,2-dihydroquinoxalin-2-thione CN1C(C(=NC2=CC=CC=C12)C=1SC=CC1)=S